(3-(allyloxy)phenyl)-3-(p-tolyl)propanoic acid C(C=C)OC=1C=C(C=CC1)C(C(=O)O)CC1=CC=C(C=C1)C